2-(6-(4-(3H-imidazo[4,5-b]pyridin-7-yl)-(Methyl-sulfonyl)1H-pyrazol-1-yl)pyridin-3-yl)-3,3,3-trifluoropropan-1-amine N1=CNC2=NC=CC(=C21)C=2C(=NN(C2)C2=CC=C(C=N2)C(CN)C(F)(F)F)S(=O)(=O)C